bis(pentafluorophenyl) thiophosphite P(SC1=C(C(=C(C(=C1F)F)F)F)F)(OC1=C(C(=C(C(=C1F)F)F)F)F)[O-]